5-fluoro-7-(2-methyl-2,4,6,7-tetrahydro-5H-pyrazolo[4,3-c]pyridin-5-yl)-3-(piperidin-4-yl)quinazolin-4(3H)-one FC1=C2C(N(C=NC2=CC(=C1)N1CC=2C(CC1)=NN(C2)C)C2CCNCC2)=O